7-bromo-2-methylpyrido[3,2-d]pyrimidin-4-ol BrC1=CC=2N=C(N=C(C2N=C1)O)C